hexadecyl methacrylate C(C(=C)C)(=O)OCCCCCCCCCCCCCCCC